C1(CC1)CN1CCC(CC1)S(=O)(=O)N1C=C(C=C1)C(=O)OC methyl 1-((1-(cyclopropylmethyl) piperidin-4-yl) sulfonyl)-1H-pyrrole-3-carboxylate